1-chloro-3-fluoro-2-(trifluoromethyl)benzene tert-butyl-N-[(3S,5S)-1-[7-chloro-8-fluoro-4-(1-piperidyl)pyrido[4,3-d]pyrimidin-2-yl]-5-methyl-pyrrolidin-3-yl]carbamate C(C)(C)(C)OC(N[C@@H]1CN([C@H](C1)C)C=1N=C(C2=C(N1)C(=C(N=C2)Cl)F)N2CCCCC2)=O.ClC2=C(C(=CC=C2)F)C(F)(F)F